Tert-butyl N-[2-[2-[2-[2-(4-iodophenoxy)ethoxy]ethoxy]ethoxy]ethyl]carbamate IC1=CC=C(OCCOCCOCCOCCNC(OC(C)(C)C)=O)C=C1